3,5-dinitrobenzyl 6-aminocaproate NCCCCCC(=O)OCC1=CC(=CC(=C1)[N+](=O)[O-])[N+](=O)[O-]